ClC1=C(C=CC=C1Cl)C1=C(N=C(C=2N1C=NN2)N2CCC1([C@@H]([C@@H](OC1)C)N)CC2)C (3S,4S)-8-[5-(2,3-dichlorophenyl)-6-methyl-[1,2,4]triazolo[4,3-a]pyrazin-8-yl]-3-methyl-2-oxa-8-azaspiro[4.5]decan-4-amine